C1(=CC=C(C=C1)NC(=O)N[C@@H](CC1=CC=C(C=C1)O)C(=O)O)C N-(p-tolylaminocarbonyl)-tyrosine